CS(=O)(=O)OCC1(OC2=C(C1)C(=C(C=C2)Cl)Br)C=2N=CSC2 (4-bromo-5-chloro-2-(thiazol-4-yl)-2,3-dihydrobenzofuran-2-yl)methyl methanesulfonate